CC=1C=C(C=CC1C)[C@H](CO)CCCO (R)-2-(3,4-dimethylphenyl)-1,5-pentanediol